5-(2-(tert-butylamino)-2-oxoacetyl)-N-(3-chloro-4-fluorophenyl)-2,3-dihydro-1H-pyrrolizine-7-carboxamide C(C)(C)(C)NC(C(=O)C=1N2CCCC2=C(C1)C(=O)NC1=CC(=C(C=C1)F)Cl)=O